biguanide octylacetate C(CCCCCCC)OC(C)=O.NC(=N)NC(=N)N